FC1=C(C(=CC=C1)F)[C@H]1N(OCC1)C1=CC(=NC=N1)NC=1C(=CC(=C(C1)NC(C=C)=O)N1CCC(CC1)N(C)C)OC N-(5-((6-((S)-3-(2,6-difluorophenyl)isoxazolidine-2-yl)pyrimidine-4-yl)amino)-2-(4-(dimethylamino)piperidine-1-yl)-4-methoxyphenyl)acrylamide